C(C)C1=NN(C2=C1C(NCC1(CCOCC1)C2)=O)C[C@H](COC(C2=CC(=CC=C2)S(=O)(=O)CC)=O)C 3-Ethylsulfonylbenzoic acid [(2R)-3-(3-ethyl-4-oxo-spiro[6,8-dihydro-5H-pyrazolo[4,3-c]azepin-7,4'-tetrahydropyran]-1-yl)-2-methyl-propyl] ester